CN1CCN2C=3C(=C4C(=NC=NC4=CC3)NC3=CC(=C(C=C3)OC3=CC4=C(N(C=N4)C)C=C3)C)OC[C@H]1C2 (3R)-4-methyl-N-(3-methyl-4-((1-methyl-1H-benzo[d]imidazol-5-yl)oxy)phenyl)-3,4,5,6-tetrahydro-2H-3,7-methano[1,4,7]oxadiazonino[2,3-f]quinazolin-13-amine